COC1=CC=C(C=C1)CN(C1=NC=CC=C1C(C)=O)CC1=CC=C(C=C1)OC 1-[2-[bis[(4-methoxyphenyl)methyl]amino]-3-pyridyl]ethanone